FC1=CC(=C(C=C1)NC1=CN=C2N1CCNC2)C(F)(F)F N-(4-fluoro-2-(trifluoromethyl)phenyl)-5,6,7,8-tetrahydroimidazo[1,2-a]pyrazin-3-amine